ClC=1C(=C(C=CC1Cl)O)[C@@H](C1CCN(CC1)C(=O)[C@H]1CNCC1)O 3,4-dichloro-2-[(R)-hydroxy([1-[(3R)-pyrrolidine-3-carbonyl]piperidin-4-yl])methyl]phenol